2-(1H-indol-2-yl)-N-(3-(methylsulfonamido)phenyl)thiazole-4-carboxamide N1C(=CC2=CC=CC=C12)C=1SC=C(N1)C(=O)NC1=CC(=CC=C1)NS(=O)(=O)C